C(C)NC=1C(=CC=2NC3=CC(=C(C=C3SC2C1)NCC)C)C 3,7-bis(ethylamino)-2,8-dimethylphenothiazine